2,7-divinyloxyfluorene C(=C)OC1=CC=2CC3=CC(=CC=C3C2C=C1)OC=C